O1CC(C1)N1N=CC(=C1)C=1C=C(CN2CCC3(CC2)COC2=C4CN(C(C4=CC=C23)=O)[C@H]2C(NC(CC2)=O)=O)C=CC1 (R)-3-(1'-(3-(1-(oxetan-3-yl)-1H-pyrazol-4-yl)benzyl)-6-oxo-6,8-dihydro-2H,7H-spiro[furo[2,3-e]isoindole-3,4'-piperidin]-7-yl)piperidine-2,6-dione